{4-[7-(aminocarbonyl)-4-chloro-2H-indazol-2-yl]benzyl}methyl-carbamic acid tert-butyl ester C(C)(C)(C)OC(N(C)CC1=CC=C(C=C1)N1N=C2C(=CC=C(C2=C1)Cl)C(=O)N)=O